(1S)-N-(6-(4-((3S,4S)-3-ethyl-4-hydroxytetrahydrofuran-3-yl)piperazin-1-yl)-7-methylisoquinolin-3-yl)-6-oxaspiro[2.5]octane-1-carboxamide C(C)[C@@]1(COC[C@H]1O)N1CCN(CC1)C=1C=C2C=C(N=CC2=CC1C)NC(=O)[C@H]1CC12CCOCC2